NC1=NC=NN2C1=C(C=C2C2CCN(CC2)C(C(C)C)=O)C2=CC=C(C=C2)NC(=O)C=2C(N(C(=C(C2)C)C)C=2C=NC=C(C2)F)=O N-(4-(4-amino-7-(1-isobutyrylpiperidin-4-yl)pyrrolo[2,1-f][1,2,4]triazin-5-yl)phenyl)-5'-fluoro-5,6-dimethyl-2-oxo-2H-[1,3'-bipyridine]-3-carboxamide